FC(C(=O)O)(F)F.CN(C=1SC2=C(N1)SC(=N2)C2=NC=C(C=C2O)C2=CN=NC=C2)C2CCNCC2 2-{5-[Methyl(piperidin-4-yl)amino][1,3]thiazolo[5,4-d][1,3]thiazol-2-yl}-5-(pyridazin-4-yl)pyridin-3-ol Trifluoroacetat